C(C(=O)O)(=O)O.C(C1=CC=CC=C1)N[C@H]1CC[C@@H](NC1)C(=O)OCC ethyl (2r,5s)-5-(benzylamino)-piperidine-2-carboxylate oxalate